(E)-1-(2-hydroxy-4,6-bis(methoxymethoxy)phenyl)-3-(4-(trifluoromethyl)phenyl)prop-2-en-1-one OC1=C(C(=CC(=C1)OCOC)OCOC)C(\C=C\C1=CC=C(C=C1)C(F)(F)F)=O